bis(2,5,8,11,14-pentaoxabicyclo[13.4.0]nonadeca-1(15),16,18-trien-17-ylmethyl) heptanedioate C(CCCCCC(=O)OCC1=CC=2OCCOCCOCCOCCOC2C=C1)(=O)OCC1=CC=2OCCOCCOCCOCCOC2C=C1